N-[5-(difluoromethoxy)-4,6-dimethoxy-pyrimidin-2-yl]-6-fluoro-7-(2-pyrimidyl)-1H-indole-3-sulfonamide FC(OC=1C(=NC(=NC1OC)NS(=O)(=O)C1=CNC2=C(C(=CC=C12)F)C1=NC=CC=N1)OC)F